BrC=1C=C(C=CC1)NC(NC1=C(CNC2=C(C(=O)N)C=CC=C2)C=CC=C1)=O 2-(2-(3-(3-bromophenyl)ureido)benzylamino)benzamide